FC=1C=C(C=C(C1N1CCC(CC1)C1COC1)F)N1C(O[C@H](C1)CN1C(C2=CC=CC=C2C1=O)=O)=O (S)-2-((3-(3,5-difluoro-4-(4-(oxetan-3-yl)piperidin-1-yl)phenyl)-2-oxooxazolidin-5-yl)methyl)isoindoline-1,3-dione